3-(4-cyclopropoxy-2-methoxypyridin-3-yl)-1-((2-(trimethylsilyl)ethoxy)methyl)-1H-pyrrolo[2,3-b]pyridin-6-amine C1(CC1)OC1=C(C(=NC=C1)OC)C1=CN(C2=NC(=CC=C21)N)COCC[Si](C)(C)C